C(C)(=O)C1=NN(C2=CC=CC(=C12)NC(=O)N1CC(C1)(F)F)CC(=O)N(C1CC1)CC(=O)NCC1=C(C(=CC=C1)Cl)F N-(3-acetyl-1-(2-((2-((3-chloro-2-fluorobenzyl)amino)-2-oxoethyl)(cyclopropyl)amino)-2-oxoethyl)-1H-indazol-4-yl)-3,3-difluoroazetidine-1-carboxamide